ClC(OC1=CC=C(C=C1)NC(=O)C=1C=C(C2=C(N=C3COC[C@H](N32)CO)C1)C1=CC=NN1)(F)F (R)-N-(4-(chlorodifluoromethoxy)phenyl)-4-(hydroxymethyl)-6-(1H-pyrazol-5-yl)-3,4-dihydro-1H-benzo[4,5]imidazo[2,1-c][1,4]oxazine-8-carboxamide